5-(2,6-dihydroxy-5'-methyl-4-pentyl-2'-(prop-1-en-2-yl)-[1,1'-biphenyl]-3-yl)-1,3,4-oxadiazol-2(3H)-one OC1=C(C(=CC(=C1C1=NNC(O1)=O)CCCCC)O)C1=C(C=CC(=C1)C)C(=C)C